glycerol monoundecylenate C(CCCCCCCCC=C)(=O)OCC(O)CO